C1(CC1)C(C=1C=C(C=CC1)NC(=O)C=1[N+](=C(NC1C)C=1C=C(C=C(C1)C=O)C1=C(C=CC=C1C)C)[O-])(F)F 4-((3-(cyclopropyldifluoromethyl)phenyl)carbamoyl)-2-(5-formyl-2',6'-dimethyl-[1,1'-biphenyl]-3-yl)-5-methyl-1H-imidazole 3-oxide